[Na+].[Cl-].[K+].[Cl-] potassium chloride, sodium salt